ClC1=C(C=CC=C1)C1=NN=C(S1)NC(=O)C1=CC(=NO1)C(=O)OC methyl 5-[[5-(2-chlorophenyl)-1,3,4-thiadiazol-2-yl]carbamoyl]isoxazole-3-carboxylate